2,5-dioxopyrrolidin-1-yl 3,5-bis(2-(methylthio)pyrimidin-5-yl)benzoate CSC1=NC=C(C=N1)C=1C=C(C(=O)ON2C(CCC2=O)=O)C=C(C1)C=1C=NC(=NC1)SC